C1(NC(C2=CC=CC=C12)=O)=O isoindolindione